CS(=O)(=O)C1=CC=C(C=C1)C(C(=O)OC)CO Methyl 2-(4-(methylsulfonyl) phenyl)-3-hydroxypropionate